ClC1=C(OCC(=O)O)C=CC(=C1)SCN1N=CN(C1=O)C1=CC=C(C=C1)C(F)(F)F 2-(2-chloro-4-(((5-oxo-4-(4-(trifluoromethyl)phenyl)-4,5-dihydro-1H-1,2,4-triazole-1-yl)methyl)thio)phenoxy)acetic acid